rac-1,3-dimethyl-N-[2-(1-methylpyrrolidin-2-yl)imidazo[1,2-a]pyridin-6-yl]-1H-indazole-6-carboxamide CN1N=C(C2=CC=C(C=C12)C(=O)NC=1C=CC=2N(C1)C=C(N2)[C@@H]2N(CCC2)C)C |r|